3-(2,4,6-tribromophenoxy)propan-2-ol BrC1=C(OCC(C)O)C(=CC(=C1)Br)Br